FC(C(C)(C1=CC(=CC=C1)I)C1=CN=C(N1)C=1C=C(OC=2C(=C3C=CNC3=CC2F)SC)C=CC1F)F 5-(3-(5-(1,1-difluoro-2-(3-iodophenyl)propan-2-yl)-1H-imidazol-2-yl)-4-fluorophenoxy)-6-fluoro-4-(methylsulfanyl)-1H-indole